6-(1,3-dimethylpyrazol-4-yl)-N-[[6-(2,2-diphenylethyl)-6-azaspiro[2.5]octan-2-yl]methyl]pyridazin-3-amine CN1N=C(C(=C1)C1=CC=C(N=N1)NCC1CC12CCN(CC2)CC(C2=CC=CC=C2)C2=CC=CC=C2)C